BrC1=NC=C(C=C1C[C@@H](C(=O)O)N(C)C(=O)OC(C)(C)C)Cl (2S)-3-(2-bromo-5-chloropyridin-3-yl)-2-[(tert-butoxycarbonyl)(methyl)amino]propanoic acid